C(C)(=O)O[C@@H](COC1=CC=C(C=C1)C(C)(C)C1=CC(=C(C(=C1)Cl)OC[C@H](CCl)O)Cl)CN1C=NC=C1 (R)-1-(4-(2-(3,5-dichloro-4-((R)-3-chloro-2-hydroxypropoxy)phenyl)propan-2-yl)phenoxy)-3-(1H-imidazol-1-yl)propan-2-yl acetate